2-oxo-5-(4-((tetrahydrofuran-2-yl)methoxy)phenyl)-6-(trifluoromethyl)-1,2-dihydropyridine-3-carboxamide O=C1NC(=C(C=C1C(=O)N)C1=CC=C(C=C1)OCC1OCCC1)C(F)(F)F